2-chloro-7-methylquinazoline ClC1=NC2=CC(=CC=C2C=N1)C